(S)-5-((3-(2-bromo-3-(1,4-benzodioxan-6-yl)anilino)-1-methylpyrazolo[4,5-b]pyridin-6-ylmethylene)aminomethyl)-pyrrolidin-2-one BrC1=C(NC2=NN(C=3C2=NC=C(C3)C=NC[C@@H]3CCC(N3)=O)C)C=CC=C1C1=CC3=C(OCCO3)C=C1